NC1=C(C(=O)N2CCC(CC2)N2C(NC3=NC=C(C=C32)CCOC)=O)C=CC(=C1)OC(F)(F)F 1-[1-[2-amino-4-(trifluoromethoxy)benzoyl]-4-piperidyl]-6-(2-methoxyethyl)-3H-imidazo[4,5-b]pyridin-2-one